O.ON=NC1=CC=C(C=C1)C(=O)O hydroxyazobenzene-4-formic acid hydrate